4-((6-azabicyclo[3.2.0]heptan-3-yl)oxy)-6-(1-methyl-1H-pyrazol-4-yl)pyrazolo[1,5-a]pyrazine trifluoroacetate FC(C(=O)O)(F)F.C12CC(CC2NC1)OC=1C=2N(C=C(N1)C=1C=NN(C1)C)N=CC2